pyrido[3,4-d]pyridazin-4(3H)-one C=1C2=C(C(NN1)=O)C=NC=C2